C(C)(C)OC(=O)N1[C@H](CN(CC1)CC1=C(C(=CC(=C1)C)NC=1OC(=NN1)[C@@H](C)N)C)C (2S)-4-[[3-[[5-[(1R)-1-aminoethyl]-1,3,4-oxadiazol-2-yl]amino]-2,5-dimethyl-phenyl]methyl]-2-methyl-piperazine-1-carboxylic acid isopropyl ester